tert-butyl ((S)-44-((((9H-fluoren-9-yl)methoxy)carbonyl)amino)-38-oxo-2,5,8,11,14,17,20,23,26,29,32,35-dodecaoxa-39-azapentatetracontan-45-oyl)glycyl-L-phenylalaninate C1=CC=CC=2C3=CC=CC=C3C(C12)COC(=O)N[C@@H](CCCCNC(CCOCCOCCOCCOCCOCCOCCOCCOCCOCCOCCOCCOC)=O)C(=O)NCC(=O)N[C@@H](CC1=CC=CC=C1)C(=O)OC(C)(C)C